N-(3-aminopropyl)-3-(6-fluoro-1-(2-hydroxyethyl)-1H-benzo[d]imidazol-2-yl)-1H-indazole-5-carboxamide NCCCNC(=O)C=1C=C2C(=NNC2=CC1)C1=NC2=C(N1CCO)C=C(C=C2)F